CS(=O)(=O)OCCC=1C=CC2=C(N(C(=N2)CNC(=O)OCC2=CC=CC=C2)COCC[Si](C)(C)C)C1 2-[2-({[(benzyloxy)carbonyl]amino}methyl)-1-{[2-(trimethylsilyl)ethoxy]methyl}-1H-benzimidazol-6-yl]ethyl methanesulfonate